ClC1=C(C=C(C=2C3=C(NC12)CCNC(C3)=O)C3=NC(=NO3)CO)Cl 7,8-Dichloro-10-(3-(hydroxymethyl)-1,2,4-oxadiazol-5-yl)-3,4,5,6-tetrahydroazepino[4,5-b]indol-2(1H)-one